CC1=CC=C(C=C1)S(=O)(=O)O.C(C1=CC=CC=C1)OC([C@@H](NC)[C@@H](C)CC)=O N-Methyl-L-Isoleucine benzyl ester p-toluenesulfonate